ClC1=CC=C2C(NC(N(C2=C1)C=1SC=CN1)=O)=O 7-chloro-1-(thiazol-2-yl)quinazolin-2,4(1H,3H)-dione